3-(1-methylpyrazol-4-yl)cyclopropanecarboxamide methyl-(E)-4-(2-methoxyvinyl)benzoate COC(C1=CC=C(C=C1)\C=C\OC)=O.CN1N=CC(=C1)C1CC1C(=O)N